C(C)C1N(CCOC1)CCCOC1=CC(=C(OC=2C=C(C=C3C=NN(C23)C)C(=O)N)C=C1)F 7-[4-[3-(3-ethylmorpholin-4-yl)propoxy]-2-fluoro-phenoxy]-1-methyl-indazole-5-carboxamide